The molecule is a member of the class of benzamides that is the carboxamide resulting from the formal condensation of the carboxy group of 4-[(4-methylpiperazin-1-yl)methyl]benzoic acid with the primary amino group of 4-methyl-N(3)-[4-(pyridin-3-yl)-1,3-thiazol-2-yl]benzene-1,3-diamine. It is a highly selective oral tyrosine kinase inhibitor. It has a role as a tyrosine kinase inhibitor, an antineoplastic agent and an antirheumatic drug. It is a N-alkylpiperazine, a member of 1,3-thiazoles, a member of pyridines and a member of benzamides. CC1=C(C=C(C=C1)NC(=O)C2=CC=C(C=C2)CN3CCN(CC3)C)NC4=NC(=CS4)C5=CN=CC=C5